tert-Butyl (1R,3S,4S)-3-((R*)-4-(1-(2-(diisopropylcarbamoyl)-4-fluorophenyl)-1H-pyrrolo[2,3-c]pyridine-3-carbonyl)azepane-1-carbonyl)-2-azabicyclo[2.2.1]heptane-2-carboxylate C(C)(C)N(C(=O)C1=C(C=CC(=C1)F)N1C=C(C=2C1=CN=CC2)C(=O)[C@H]2CCN(CCC2)C(=O)[C@H]2N([C@@H]1CC[C@H]2C1)C(=O)OC(C)(C)C)C(C)C |o1:24|